ClC1=CC(=C2C(=N1)C(=C(S2)[C@@H]2[C@H](CCCC2)NC)C#CCCCO)NCC=2SC=CC2 5-(5-chloro-2-((1S,2S)-2-(methylamino)cyclohexyl)-7-((thiophen-2-ylmethyl)amino)thieno[3,2-b]pyridin-3-yl)pent-4-yn-1-ol